[Ba].[Sr].[Ti].C(CCCCCCCCCCCCCCC)C1=NN=NC=C1 hexadecyl-triazine titanium Strontium barium